6-[5-chloro-2-(4-methyl-1H-1,2,3-triazol-1-yl)phenyl]pyrimidin-4-ol ClC=1C=CC(=C(C1)C1=CC(=NC=N1)O)N1N=NC(=C1)C